CN(CCOC=1C=CC(=C(C(=O)NC2(CC2)C2=C(C=CC=C2)C(C)C)C1)C)C 5-(2-(Dimethylamino)ethoxy)-N-(1-(2-isopropylphenyl)cyclopropyl)-2-methylbenzamide